2-Acetamido-N-(4-(methylsulfonyl)thiazol-2-yl)benzamide C(C)(=O)NC1=C(C(=O)NC=2SC=C(N2)S(=O)(=O)C)C=CC=C1